NC1=CC=C(C=N1)OC=1C=C(C=CC1)NC(=O)NC1=CC(=CC=C1)C(F)(F)F 1-(3-((6-aminopyridin-3-yl)oxy)phenyl)-3-(3-trifluoromethylphenyl)urea